CC1=CC(=C(C=C1C=O)O)OC 6-METHYLISOVANILLIN